6-bromo-5-fluoro-7-nitro-2,3-dihydrobenzofuran BrC1=C(C2=C(CCO2)C=C1F)[N+](=O)[O-]